cinnamic acid phenethyl ester C(CC1=CC=CC=C1)OC(C=CC1=CC=CC=C1)=O